C(C)OC=1C(=CC=2C(=C3C(=NC2C1)CCC3)N[C@H]3CN(CCC3)C(=O)OC(C)(C)C)OC tert-butyl (3R)-3-({6-ethoxy-7-methoxy-1H,2H,3H-cyclopenta[b]quinolin-9-yl}amino)piperidine-1-carboxylate